2-(6-(8,8-difluoro-2-azaspiro[4.5]decan-2-yl)pyrimidin-4-yl)-4-(1H-1,2,3-triazol-1-yl)-1,2-dihydro-3H-pyrazol-3-one FC1(CCC2(CCN(C2)C2=CC(=NC=N2)N2NC=C(C2=O)N2N=NC=C2)CC1)F